FC=1C=C2C(C3=NC4=CC(=CC=C4C(N3C2=CC1)=O)CNC(OC(C)(C)C)=O)=O tert-butyl ((8-fluoro-6,12-dioxo-6,12-dihydroindolo[2,1-b]quinazolin-3-yl)methyl)carbamate